C(=S)=S.[Cu] copper compound with carbon disulfide